(S)-2-methyl-3-(6-(trifluoromethyl)pyridin-3-yl)propan-1-ol C[C@H](CO)CC=1C=NC(=CC1)C(F)(F)F